C(C)(CC)N1NCC=2N=C(N=C(C21)N[C@H](C)C=2C=NC1=CC=CC=C1C2)N2CCN(CC2)C(C)=O 1-{4-[1-sec-Butyl-7-((R)-1-quinolin-3-yl-ethylamino)-2H-pyrazolo[4,3-d]pyrimidin-5-yl]-piperazin-1-yl}-ethanon